C(C1=CC=CC=C1)OC=1C=C2CCNC(C2=CC1OC)/C=C/C=1C(=CC(=C(OCC=2C=C(C(=O)OC)C=CC2)C1)OC)C methyl 3-[(5-{(E)-2-[6-(benzyloxy)-7-methoxy-1,2,3,4-tetrahydroisoquinolin-1-yl]ethenyl}-2-methoxy-4-methylphenoxy)methyl]benzoate